5-[4-[(5-methyl-1-tetrahydropyran-2-yl-pyrazol-3-yl)amino]-2-(oxetan-3-ylsulfonyl)phenyl]thiazol CC1=CC(=NN1C1OCCCC1)NC1=CC(=C(C=C1)C1=CN=CS1)S(=O)(=O)C1COC1